FC1=C(C(=CC=C1)F)C1CC(=NO1)C=1N=C(SC1)C1CCN(CC1)C(CN1C=NC2=C1C=CC(=C2)C)=O 1-(4-(4-(5-(2,6-difluorophenyl)-4,5-dihydroisoxazol-3-yl)thiazol-2-yl)piperidin-1-yl)-2-(5-methyl-1H-benzimidazol-1-yl)ethan-1-one